(R)-1-(2-((6-(3-(2-ethoxyphenoxy)piperidin-1-yl)pyrazin-2-yl)amino)pyrimidin-4-yl)piperidine-4-carboxylic acid C(C)OC1=C(O[C@H]2CN(CCC2)C2=CN=CC(=N2)NC2=NC=CC(=N2)N2CCC(CC2)C(=O)O)C=CC=C1